C1(CCCC1)CN1[C@@H](CCC1)CC(=O)NC=1C=NC(=C(C1)[N+](=O)[O-])C (S)-2-(1-(cyclopentylmethyl)pyrrolidin-2-yl)-N-(6-methyl-5-nitropyridin-3-yl)acetamide